2,4-dimethylpyrroloindole CC1=NC2=C3C(C=C(C2=C1)C)=NC=C3